S1C(=NC=C1)CC=1NC=CN1 Thiazolylmethylimidazole